C(C(=C)C)(=O)OCCC[Si](OC)(C)C methacryloyl-oxypropyl-dimethylmethoxysilane